2-chloro-4-(8-(4-(4-(1-(2-(2,6-dioxopiperidin-3-yl)-1,3-dioxoisoindolin-5-yl)azetidin-3-yl)piperazine-1-carbonyl)phenyl)-3-methyl-2,8-diazaspiro[4.5]decan-2-yl)benzonitrile ClC1=C(C#N)C=CC(=C1)N1CC2(CC1C)CCN(CC2)C2=CC=C(C=C2)C(=O)N2CCN(CC2)C2CN(C2)C=2C=C1C(N(C(C1=CC2)=O)C2C(NC(CC2)=O)=O)=O